C(C)(C)(C)OC(=O)NC1CCC(CC1)(C(=O)OC)F methyl 4-((tert-butoxycarbonyl) amino)-1-fluorocyclohexane-1-carboxylate